Phenyl(1-(3-trifluoromethyl-1H-pyrazol-1-yl)cyclopropyl)methanone C1(=CC=CC=C1)C(=O)C1(CC1)N1N=C(C=C1)C(F)(F)F